2-(5-(4-Chlorophenyl)thiophen-2-yl)-1-morpholinoethan-1-on ClC1=CC=C(C=C1)C1=CC=C(S1)CC(=O)N1CCOCC1